4-(4-(5-Bromo-3,3-dimethyl-1H,2H,3H-pyrrolo[3,2-b]pyridin-1-yl)-1,3,5-triazine-2-yl)-N1-(2-(dimethylamino)ethyl)-5-methoxy-N1-methylbenzene-1,2,4-triamine BrC1=CC=C2C(=N1)C(CN2C2=NC(=NC=N2)C2(CC(=C(C=C2OC)N(C)CCN(C)C)N)N)(C)C